CN1[C@H]2CC[C@@H]1[C@H]([C@H](C2)OP(=O)(C3=CC=CC=C3)O)C(=O)OC The molecule is the O-hydroxy(phenyl)phosphinoyl derivative of ecgonine methyl ester. It has a role as an epitope. It is a tropane alkaloid, a methyl ester and a phosphonic ester. It derives from an ecgonine methyl ester.